tert-butyl 3-{[1-(2,6-dioxopiperidin-3-yl)-3-methyl-2-oxo-1,3-benzodiazol-5-yl] methyl}-3-methylazetidine-1-carboxylate O=C1NC(CCC1N1C(N(C2=C1C=CC(=C2)CC2(CN(C2)C(=O)OC(C)(C)C)C)C)=O)=O